C(C)C(CC(=O)O)(C(C)C)C 3-ethyl-3,4-dimethylpentanoic acid